N,N-dimethylpyridine-2,4,5-triamine CN(C1=NC=C(C(=C1)N)N)C